[Cl-].N1C=[NH+]C2=C1C=CC=C2 1H-1,3-benzodiazol-3-ium chloride